NC1=NC=CC=C1C1=CC(=NO1)CC1=CC=C(CN2N=CC(=C2)CO)C=C1 (1-(4-((5-(2-aminopyridin-3-yl)isoxazol-3-yl)methyl)benzyl)-1H-pyrazol-4-yl)methanol